ClC=1N=CN(C1)COCC[Si](C)(C)C 4-chloro-1-[[2-(trimethylsilyl)ethoxy]methyl]imidazole